N-(1-(4-(3-chloro-4-(2-chloro-3-(5-formyl-6-methoxypyridin-2-yl)phenyl)pyridin-2-yl)-2-methoxybenzyl)piperidin-4-yl)acetamide ClC=1C(=NC=CC1C1=C(C(=CC=C1)C1=NC(=C(C=C1)C=O)OC)Cl)C1=CC(=C(CN2CCC(CC2)NC(C)=O)C=C1)OC